C(C)N[C@@H](CC(C)C)C(=O)[O-] N-ethyl-L-leucinate